methyl N-((2-(4-((tert-butoxycarbonyl)amino)-3-fluorophenyl)thiazole-4-carbonyl)-L-seryl)-O-(tert-butyldiphenylsilyl)-L-serinate C(C)(C)(C)OC(=O)NC1=C(C=C(C=C1)C=1SC=C(N1)C(=O)N[C@@H](CO)C(=O)N[C@@H](CO[Si](C1=CC=CC=C1)(C1=CC=CC=C1)C(C)(C)C)C(=O)OC)F